6-[5-Methyl-1-(4-piperidyl)triazol-4-yl]-4-[(1R)-1-(1-methylpyrazol-3-yl)ethoxy]pyrazolo[1,5-a]pyridine-3-carbonitrile CC1=C(N=NN1C1CCNCC1)C=1C=C(C=2N(C1)N=CC2C#N)O[C@H](C)C2=NN(C=C2)C